C(C)OC=1C=C(C=2N(C1)N=C1C2C=NN1)C1CCC(CC1)(C(=O)N[C@H](C)C=1C=NC(=CC1)N1N=CC(=C1)F)OC (1R,4S)-4-(6-ethoxy-1H-pyrazolo[3',4':3,4]pyrazolo[1,5-a]pyridin-4-yl)-N-((S)-1-(6-(4-fluoro-1H-pyrazol-1-yl)pyridin-3-yl)ethyl)-1-methoxycyclohexane-1-carboxamide